3-(1-(4-chloro-3-fluorophenyl)pyrrolidin-3-yl)-2-fluorobenzoic acid ClC1=C(C=C(C=C1)N1CC(CC1)C=1C(=C(C(=O)O)C=CC1)F)F